BrC=1N=C(SC1)NC(C1=NC=C(C=C1)N1CCN(CC1)S(=O)(=O)C)=O N-(4-bromothiazol-2-yl)-5-(4-(methylsulfonyl)piperazin-1-yl)picolinamide